F[P-](F)(F)(F)(F)F.[K+] potassium hexafluorophosphate